{6-[2-(methylsulfonyl)ethyl]-5,6,7,8-tetrahydro-1H-pyrrolo[2,3-g]isoquinolin-2-yl}methanone CS(=O)(=O)CCN1CC=2C=C3C(=CC2CC1)NC(=C3)C=O